C1(=CC=CC=C1)P(CC1=CC(=C(C(=C1)F)F)F)(C1=CC=CC=C1)=O diphenyl-(3,4,5-trifluoro-benzyl)phosphine oxide